C(N)(=O)C1=C(C(=CC=C1)F)C1=CC(=CC=C1Cl)C(CNC1CCN(CCC1)C(=O)[O-])C1=CC=CC=C1 4-((2-(2'-carbamoyl-6-chloro-6'-fluoro-[1,1'-biphenyl]-3-yl)-2-phenylethyl)amino)azepane-1-carboxylate